N[S@](=NC(CC1=C(C2=C(OC(O2)(F)F)C=C1C(C)C)C(C)C)=O)(=O)C1=NN(C=C1F)C[C@@H](C)O (R)-N-(amino(4-fluoro-1-((R)-2-hydroxypropyl)-1H-pyrazol-3-yl)(oxo)-λ6-sulfaneylidene)-2-(2,2-difluoro-4,6-diisopropylbenzo[d][1,3]dioxol-5-yl)acetamide